bis-(β-hydroxypropyl)ether OC(COCC(C)O)C